N-[(1R,3S)-3-{[2-(trifluoromethyl)quinolin-4-yl]amino}cyclohexyl]pyridine-4-carboxamide FC(C1=NC2=CC=CC=C2C(=C1)N[C@@H]1C[C@@H](CCC1)NC(=O)C1=CC=NC=C1)(F)F